ON1[C@@H]2CC[C@H](N(C1=O)C2)C(=O)NOC[C@H]2N(CC2)C(=O)OC(C)(C)C tert-Butyl (2S)-2-{[({[(2S,5R)-6-hydroxy-7-oxo-1,6-diazabicyclo[3.2.1]oct-2-yl]carbonyl}amino)oxy]methyl}azetidine-1-carboxylate